6-(2,2-Dimethyl-3-(5-(trifluoromethyl)pyridin-3-yl)propyl)-2-thia-6-azaspiro[3.4]octane-2,2-dioxide CC(CN1CC2(CS(C2)(=O)=O)CC1)(CC=1C=NC=C(C1)C(F)(F)F)C